3-Chloro-11-azatricyclo[6.2.1.02,7]undeca-2,4,6,9-tetraene ClC1=C2C3C=CC(C2=CC=C1)N3